C(C=C)(=O)O.C(C=C)(=O)O.C(C=C)(=O)O.C(O)C(CC)(CO)CO trimethylolpropane tris-acrylate